C1CN(CCN(C1)CCO)CCCN2C3=CC=CC=C3SC4=C2C=C(C=C4)C(F)(F)F The molecule is a phenothiazine derivative having a trifluoromethyl subsitituent at the 2-position and a 3-[4-(2-hydroxyethyl)diazepin-1-yl]propyl group at the N-10 position. It has a role as a phenothiazine antipsychotic drug and an anxiolytic drug. It is a member of phenothiazines, an organofluorine compound and a diazepine.